C[N+](C)(C)[C@@H](CC1=CN=C(N1)[Se]C[C@@H](C(=O)O)N)C(=O)[O-] The molecule is a L-histidine derivative which is an intermediate in the synthesis of selenoneine, a compound found in certain fungi and mycobacteria. It has a role as a fungal metabolite. It is an ammonium betaine, a selenoamino acid and a L-histidine derivative. It is a tautomer of a hercynylselenocysteine zwitterion.